1-[3-(dimethylcarbamoyl)-2-fluorophenyl]-6-oxopyridazine-3-carboxylic acid CN(C(=O)C=1C(=C(C=CC1)N1N=C(C=CC1=O)C(=O)O)F)C